FC(S(=O)(=O)N1N=NC2=C1C=CC=C2)(F)F 1-(trifluoromethanesulfonyl)benzotriazole